C(N)(O[C@@H](C[C@H]1C(NCC1)=O)C(COP(=O)(C1=CC=CC=C1)C1=CC=CC=C1)=O)=O ((S)-4-((diphenylphosphoryl) oxy)-3-oxo-1-((S)-2-oxopyrrolidin-3-yl) butan-2-yl) carbamate